O=C1C=NNCC1 oxo-1,4,5,6-tetrahydropyridazine